1-(4-benzyl-3,4-dihydro-2H-benzo[b][1,4]thiazin-6-yl)-3-(6-fluoro-1H-indol-3-yl)urea C(C1=CC=CC=C1)N1C2=C(SCC1)C=CC(=C2)NC(=O)NC2=CNC1=CC(=CC=C21)F